2-hydroxy-3,3-dimethylpentanoic acid OC(C(=O)O)C(CC)(C)C